[6-[[1-(2,2,2-trifluoroethyl)-3-(trifluoromethyl)pyrazol-4-yl]methyl]-2-azaspiro[3.3]heptan-2-yl]-[6-[3-(trifluoromethyl)-1,2,4-triazol-1-yl]-2-azaspiro[3.3]heptan-2-yl]methanone FC(CN1N=C(C(=C1)CC1CC2(CN(C2)C(=O)N2CC3(C2)CC(C3)N3N=C(N=C3)C(F)(F)F)C1)C(F)(F)F)(F)F